3-azido-6-bromopyridine-2-carbaldehyde N(=[N+]=[N-])C=1C(=NC(=CC1)Br)C=O